4-(p-trifluoromethylphenoxy)meta-phenylenediamine FC(C1=CC=C(OC2=C(C=C(C=C2)N)N)C=C1)(F)F